C(C)(C)(C)OC(=O)NC=1C=C(C(=O)O)C=CC1F 3-((tert-butoxycarbonyl)amino)-4-fluorobenzoic acid